COC1=CC2=CC=CC=C2C=C1 L-2-methoxynaphthalene